C1CC12CN(C2)C2=NC(=NC=C2)N2CCC1(CCCC(N1C1=CC(=C(C=C1)Cl)F)=O)CC2 9-(4-(5-azaspiro[2.3]hexan-5-yl)pyrimidin-2-yl)-1-(4-chloro-3-fluorophenyl)-1,9-diazaspiro[5.5]undecan-2-one